glycerol tetraisostearate C(CCCCCCCCCCCCCCC(C)C)(=O)O.C(CCCCCCCCCCCCCCC(C)C)(=O)O.C(CCCCCCCCCCCCCCC(C)C)(=O)O.C(CCCCCCCCCCCCCCC(C)C)(=O)O.OCC(O)CO